OC(COC(C(=C)C)=O)C (2-hydroxypropyl)methacrylate